2-fluoro-N-((2R)-1-(4-(4-methoxyphenyl)-2-methyl-2,8-diazaspiro[4.5]-decan-8-yl)-3-methyl-1-oxobutan-2-yl)-5-(trifluoromethyl)benzamide FC1=C(C(=O)N[C@@H](C(=O)N2CCC3(C(CN(C3)C)C3=CC=C(C=C3)OC)CC2)C(C)C)C=C(C=C1)C(F)(F)F